FC(CN1N=NC2=C1C=C(C=C2)C=2C(=CN1N=C(N=C(C12)OC)NC1CC(C1)(C)NC(C)=O)F)F N-((1s,3s)-3-((5-(1-(2,2-difluoroethyl)-1H-benzo[d][1,2,3]triazol-6-yl)-6-fluoro-4-methoxypyrrolo[2,1-f][1,2,4]triazin-2-yl)amino)-1-methylcyclobutyl)acetamide